(Z)-3-((3-butyl-2-methyl-7-(methylthio)-1,1-dioxido-5-phenyl-2,3,4,5-tetrahydrobenzo[f][1,2,5]thiadiazepin-8-yl)oxy)-2-fluoroacrylonitrile C(CCC)C1N(S(C2=C(N(C1)C1=CC=CC=C1)C=C(C(=C2)O\C=C(\C#N)/F)SC)(=O)=O)C